C(C=C)(=O)N1C[C@H](O[C@@H](C1)CS(=O)(=O)C)C1=CC(=NC(=C1)Cl)C1=CC(=NC=N1)C(=O)NC 6-(4-((2R,6S)-4-acryloyl-6-((methylsulfonyl)methyl)morpholin-2-yl)-6-chloropyridin-2-yl)-N-methylpyrimidine-4-carboxamide